FC=1C=C(C=CC1)C1(CCC1)C(=O)O 1-(3-fluorophenyl)cyclobutanecarboxylic acid